difluoroquinoxalinone FC1=C2N=C(C(NC2=CC=C1)=O)F